NC(C(=O)O)(CCCCB(O)O)CCN[C@@H](CO)C 2-amino-6-borono-2-(2-((R)-1-hydroxypropan-2-ylamino)ethyl)hexanoic acid